C(C)(C)(C)OC(=O)N[C@@H]1CC[C@H](CC1)/C(=C/C(=O)OCC)/OS(=O)(=O)C1=CC=C(C)C=C1 ethyl (Z)-3-{trans-4-[(tert-butoxycarbonyl)amino]cyclohexyl}-3-(p-toluenesulfonyloxy)acrylate